C(C)(C)(C)OC(COC1=CC(=C(C=C1)Cl)OC)=O 2-(4-chloro-3-methoxyphenoxy)acetic acid tert-butyl ester